FC=1C=CC=C2NC(C=3N(C12)C=NC3)=O 9-fluoroimidazo[1,5-a]quinoxalin-4(5H)-one